1-benzyl-3-hydroxy-4-{[2-(pyridin-2-yl)pyrrolidin-1-yl]methyl}pyridin-2(1H)-one C(C1=CC=CC=C1)N1C(C(=C(C=C1)CN1C(CCC1)C1=NC=CC=C1)O)=O